ClC=1C(=CC=C2C=CC=C(C12)B1OC(C(O1)(C)C)(C)C)F 2-(8-chloro-7-fluoronaphthalen-1-yl)-4,4,5,5-tetramethyl-1,3,2-diOxaborolane